3-(2-furyl)-1-methyl-N-(1-methylcyclopropyl)-2-oxo-benzimidazole-5-sulfonamide O1C(=CC=C1)N1C(N(C2=C1C=C(C=C2)S(=O)(=O)NC2(CC2)C)C)=O